[OH-].[OH-].[OH-].C(CCCCC)[Hf+3] mono-n-hexyl-hafnium trishydroxide